BrC=1C=C2C(=NC1)OCC2 5-bromo-2,3-dihydrofuro[2,3-b]pyridine